Bis(4-tert-butylbenzyl)zirconium [2',2'''-(pyridine-2,6-diyl)bis(3-((3r,5r,7r)-adamantan-1-yl)-5-(tert-butyl)-[1,1'-biphenyl]-2-olate)] N1=C(C=CC=C1C1=C(C=CC=C1)C=1C(=C(C=C(C1)C(C)(C)C)C12CC3CC(CC(C1)C3)C2)[O-])C2=C(C=CC=C2)C=2C(=C(C=C(C2)C(C)(C)C)C23CC1CC(CC(C2)C1)C3)[O-].C(C)(C)(C)C3=CC=C(C[Zr+2]CC1=CC=C(C=C1)C(C)(C)C)C=C3